7,7a,8,9,10,11-hexahydropyrazino[1,2-a]pyrido[3,2-f][1,4]diazepin-5(6H)-one N1=CC=CC=2C(NCC3N(C21)CCNC3)=O